(1S,4S,5R)-5-[[1-cyclopropyl-4-(2,6-dichlorophenyl)-1H-1,2,3-triazol-5-yl]methoxy]-2-azabicyclo[2.2.1]heptane C1(CC1)N1N=NC(=C1CO[C@H]1[C@@H]2CN[C@H](C1)C2)C2=C(C=CC=C2Cl)Cl